C1(CC1)C1CCC(CC1)OCC1N2C(C(=CC=C2CCC1O)C)=O 6-({[(1s,4s)-4-cyclopropylcyclohexyl]oxy}methyl)-7-hydroxy-3-methyl-6,7,8,9-tetrahydro-4H-quinolizin-4-one